4-Bromo-5-fluoro-1H-indazole BrC1=C2C=NNC2=CC=C1F